(R)-N-[(1S)-1-(2-furyl)-2,2-bis(4,4,5,5-tetramethyl-1,3,2-dioxaborolan-2-yl)ethyl]-2-methyl-propane-2-sulfinamide O1C(=CC=C1)[C@H](C(B1OC(C(O1)(C)C)(C)C)B1OC(C(O1)(C)C)(C)C)N[S@](=O)C(C)(C)C